Tert-butyl (R)-3-(5-cyanopyridin-3-yl)isoxazolidine-2-carboxylate C(#N)C=1C=C(C=NC1)[C@@H]1N(OCC1)C(=O)OC(C)(C)C